ClC=1C(=C(CCNC(OC(C)(C)C)=O)C=CC1Cl)C tert-butyl (3,4-dichloro-2-methylphenethyl)carbamate